α,α-bistrifluoromethyl-benzyl alcohol FC(C(C1=CC=CC=C1)(C(F)(F)F)O)(F)F